4-bromo-5,8,8-trimethyl-5-(o-tolyl)-3-vinyl-9,10-dihydro-7H-benzo[b][1,8]naphthyridin-6-one BrC=1C=2C(C3=C(NC2N=CC1C=C)CC(CC3=O)(C)C)(C3=C(C=CC=C3)C)C